N-(6-chloro-1-(3-(3-hydroxyphenyl)prop-2-yn-1-yl)-3-methyl-2,4-dioxo-1,2,3,4-tetrahydropyrimidin-5-yl)acetamide ClC1=C(C(N(C(N1CC#CC1=CC(=CC=C1)O)=O)C)=O)NC(C)=O